FC1(CC(C1)(C)CN1N=C(C(=C1C(=O)NC1=CC(=CC=C1)S(=O)(=N)C)C(F)(F)F)C12CC(C1)(C2)F)F 1-((3,3-Difluoro-1-methylcyclobutyl)methyl)-3-(3-fluorobicyclo[1.1.1]pentan-1-yl)-N-(3-(S-methylsulfonimidoyl)phenyl)-4-(trifluoromethyl)-1H-pyrazole-5-carboxamide